4-(3-chloro-2-fluorophenyl)-7-((3-methyl-1-(oxetan-3-yl)pyrrolidin-3-yl)ethynyl)quinazoline-4,6-diamine ClC=1C(=C(C=CC1)C1(NC=NC2=CC(=C(C=C12)N)C#CC1(CN(CC1)C1COC1)C)N)F